C(C)(=O)NC1CCC(CC1)NC(=O)C=1N=C(SC1)C1=CN=CN1 N-(4-acetamidocyclohexyl)-2-(1H-imidazol-5-yl)thiazole-4-carboxamide